CC1=NC(=CC=C1NC(=O)[C@@H]1[C@H](CCCC1)C(=O)O)C1=C(C(=NO1)C)CNC(=O)O[C@H](C)C1=CC=CC=C1 (1S,2S)-2-((2-methyl-6-(3-methyl-4-(((((R)-1-phenylethoxy)carbonyl)amino)methyl)isoxazol-5-yl)pyridin-3-yl)carbamoyl)cyclohexane-1-carboxylic acid